tert-butyl (6S,7R)-7-[[1-[3-(2,6-dibenzyloxy-3-pyridyl)-1-methyl-indazol-6-yl]-4-piperidyl]oxy]-6-methyl-2-azaspiro[3.5]nonane-2-carboxylate C(C1=CC=CC=C1)OC1=NC(=CC=C1C1=NN(C2=CC(=CC=C12)N1CCC(CC1)O[C@H]1[C@H](CC2(CN(C2)C(=O)OC(C)(C)C)CC1)C)C)OCC1=CC=CC=C1